NCC1(CN(CCOC1)C(=O)OC(C)(C)C)O tert-butyl 6-(aminomethyl)-6-hydroxy-1,4-oxazepane-4-carboxylate